1-[6-(3,3-difluoro-4-piperidinyl)-1-methyl-indazol-3-yl]Hexahydropyrimidine-2,4-dione hydrochloride Cl.FC1(CNCCC1C1=CC=C2C(=NN(C2=C1)C)N1C(NC(CC1)=O)=O)F